O=C1NC(CCC1N1C(C2=CC=C(C=C2C1=O)N1CCC(CC1)CC1CCN(CC1)C(=O)C1CCNCC1)=O)=O 2-(2,6-dioxo-3-piperidyl)-5-[4-[[1-(piperidine-4-carbonyl)-4-piperidyl]methyl]-1-piperidyl]isoindoline-1,3-dione